C1(CC1)C=1C=CC(=NC1)C(=O)N 5-cyclopropylpyridinecarboxamide